C(C1=CC=CC=C1)OC=1C=2C3=C(N(C2C=CC1)C1=CC=C(C=C1)F)C(COC31CCN(CC1)C=1OC=C(N1)C(=O)OC)(C)C methyl 2-[9-benzyloxy-5-(4-fluorophenyl)-4,4-dimethyl-spiro[3H-pyrano[4,3-b]indole-1,4'-piperidine]-1'-yl]oxazole-4-carboxylate